e-butyric acid C(CCC)(=O)O